tert-Butyl 6-[[5-(trifluoromethylsulfanyl)-2-pyridyl]methyl]-2-azaspiro[3.3]heptane-2-carboxylate FC(F)(F)SC=1C=CC(=NC1)CC1CC2(CN(C2)C(=O)OC(C)(C)C)C1